N-(1-PHENYL-PROPYL)-FORMAMIDE C1(=CC=CC=C1)C(CC)NC=O